NC=1SC=C(N1)/C(/C(=O)OCC)=N/OCC1=CC=CC=C1 ethyl (Z)-2-(2-aminothiazol-4-yl)-2-((benzyloxy)imino)acetate